3-(4-fluorobutyl)-6-methyl-isobenzofuran-1(3H)-one FCCCCC1OC(C2=CC(=CC=C12)C)=O